NC1=CC=C(C=C1)OC(C1=CC=C(C(=O)OC2=CC=C(C=C2)N)C=C1)=O bis(4-amino-phenyl)terephthalate